C(C)(C)N1CC(C1)C1=C(C(=O)N)C=CN=C1 (1-isopropylazetidin-3-yl)isonicotinamide